Ethanesulfonic acid {1-[5-(7-fluoro-1-methyl-2-oxo-1,2,3,4-tetrahydro-quinolin-6-yl)-pyridin-3-yl]-cyclopropyl}-amide FC1=C(C=C2CCC(N(C2=C1)C)=O)C=1C=C(C=NC1)C1(CC1)NS(=O)(=O)CC